6-(difluoromethyl)-N-(3,6-dimethoxy-9H-thioxanthen-9-yl)-2-oxo-1,2-dihydropyridine-3-carboxamide FC(C1=CC=C(C(N1)=O)C(=O)NC1C2=CC=C(C=C2SC=2C=C(C=CC12)OC)OC)F